5H-imidazo[4,5-c]pyridine N=1C=NC2=CNC=CC21